4-(sec-butylamino)-2-((1r,4S)-4-hydroxycyclohexylamino)pyrimidine-5-carboxamide C(C)(CC)NC1=NC(=NC=C1C(=O)N)NC1CCC(CC1)O